BrC=1C2(C3=CC=C(C=C3C1)C)CCC(CC2)(C(=O)O)NC2=CC(=CC=C2)Cl (1s,4s)-2'-bromo-4-(3-chloroanilino)-5'-methylspiro[cyclohexane-1,1'-indene]-4-carboxylic acid